C(C)(C)(C)OC(=O)N1CC(N(CC1)C=1SC=C(N1)C=1C(=C2C(=NC1)N(C=C2I)C(=O)OC(C)(C)C)Cl)=O tert-butyl 5-(2-(4-(tert-butoxycarbonyl)-2-oxopiperazin-1-yl) thiazol-4-yl)-4-chloro-3-iodo-1H-pyrrolo[2,3-b]pyridine-1-carboxylate